FC=1C=NC(=NC1)N1C[C@H]2NS(C=3C(OC[C@H]2C1)=C(N(C3)C)C(=O)NC3=CC(=C(C(=C3)F)F)F)(=O)=O cis-2-(5-Fluoropyrimidin-2-yl)-7-methyl-N-(3,4,5-trifluorophenyl)-2,3,3a,4,10,10a-hexahydro-1H,7H-dipyrrolo[3,4-b:3',4'-f][1,4,5]oxathiazocin-8-carboxamid-5,5-dioxid